6,7-dihydropyrimido[6,1-a]isoquinolin-4-one C=1C=NC(N2C1C1=CC=CC=C1CC2)=O